BrC=1C(=CC2=C(N(C(=N2)C)C(C)C)C1)F 6-bromo-5-fluoro-2-methyl-1-(propan-2-yl)-1H-benzimidazole